BrC=1C=C2C(NC=3N(C2=CC1)C(SC3C(=O)NC3=CC=CC=C3)=S)=O 7-bromo-5-oxo-N-phenyl-1-thioxo-4,5-dihydro-1H-thiazolo[3,4-a]quinazoline-3-carboxamide